C(C1=CC=CC=C1)OC=1C(=CC(=C(C1)CC(=O)NC1=CC(=NC=C1)C(=O)NC1(CC1)C(F)(F)F)F)C(C)(C)O 4-[[2-[5-benzyloxy-2-fluoro-4-(1-hydroxy-1-methyl-ethyl)phenyl]acetyl]amino]-N-[1-(trifluoromethyl)cyclopropyl]pyridine-2-carboxamide